FC(S(=O)(=O)N1C[C@H]([C@H](C1)O)NC(CC1=NC=C2C=CC(=NC2=C1)C1=NC(=CC=C1)N1C[C@@H](O[C@@H](C1)C)C)=O)F N-((3R,4S)-1-((difluoromethyl)sulfonyl)-4-hydroxypyrrolidin-3-yl)-2-(2-(6-((cis)-2,6-dimethylmorpholino)pyridin-2-yl)-1,6-naphthyridin-7-yl)acetamide